C(C)(=O)O[C@H]1C([C@H]2[C@H]([C@H]([C@H]3[C@@H]4CC[C@H]([C@@H](CCC(=O)N=[N+]=[N-])C)[C@]4(CC[C@@H]3[C@]2(CC1)C)C)O)CC)(F)F 3α-acetoxy-4,4-difluoro-6α-ethyl-7α-hydroxyl-5β-cholan-24-oyl azide